N-([5-(azetidin-1-yl)pyridin-2-yl]thiocarbamoyl)carbamic acid ethyl ester C(C)OC(NC(NC1=NC=C(C=C1)N1CCC1)=S)=O